COC(CON1C(=O)NC(=O)C=C1)=O N-uraciloxyacetic acid methylester